2-(4-(tert-butyl)phenyl)-3-(2-(5,5''-di-tert-butyl-[2,2':5',2''-terthiophen]-3'-yl)-3,3,4,4,5,5-hexafluorocyclopent-1-en-1-yl)benzofuran-5,6-diyl diacetate C(C)(=O)OC=1C(=CC2=C(C(=C(O2)C2=CC=C(C=C2)C(C)(C)C)C2=C(C(C(C2(F)F)(F)F)(F)F)C2=C(SC(=C2)C=2SC(=CC2)C(C)(C)C)C=2SC(=CC2)C(C)(C)C)C1)OC(C)=O